methyl-1,6-hexanediol diacrylate C(C=C)(=O)OC(CCCCCOC(C=C)=O)C